C(C)SC=1C=CC(=NC1)CC(=O)N 2-(5-(ethylthio)pyridin-2-yl)acetamide